5-[[(3R,4R)-4-[4-Chloro-2-(5-fluoro-2-pyridyl)-1H-imidazol-5-yl]-3-methyl-1-piperidyl]sulfonyl]-4-methyl-thiazol-2-amine ClC=1N=C(NC1[C@H]1[C@H](CN(CC1)S(=O)(=O)C1=C(N=C(S1)N)C)C)C1=NC=C(C=C1)F